BrC1=CC(=C(CN2N=CC=C2)C=C1OC)OC 1-(4-Bromo-2,5-dimethoxybenzyl)-1H-pyrazole